F[C@H]1CN(CC[C@H]1NC1=CC=CN2C(=C(C=C12)C1=NOC(=N1)CNC(=O)C=1SC=CC1C)SC(F)(F)F)C N-{[3-(8-{[(3S,4R)-3-fluoro-1-methylpiperidin-4-yl]amino}-3-[(trifluoromethyl)sulfanyl]indolizin-2-yl)-1,2,4-oxadiazol-5-yl]methyl}-3-methylthiophene-2-carboxamide